tert-Butyl 3-(6-(benzyloxy)pyridin-3-yl)-4-oxopiperidine-1-carboxylate C(C1=CC=CC=C1)OC1=CC=C(C=N1)C1CN(CCC1=O)C(=O)OC(C)(C)C